C(#N)[C@@]1(CCOC2=CC=C(C=C12)C(=O)NCC1=NC=C2C=CC(=NC2=C1)C1=CC=CC=C1)C (R)-4-cyano-4-methyl-N-((2-phenyl-1,6-naphthyridin-7-yl)methyl)chroman-6-carboxamide